(R)-3-(methoxymethyl)-1-(trimethylsilyl)hept-6-en-1-yn-3-ol COC[C@](C#C[Si](C)(C)C)(CCC=C)O